C1(CC1)C(=O)N1CCN(CC1)C(CCN([C@@H]1CCC=2C1=NNC(C2C(F)(F)F)=O)C)=O |r| rac-7-((3-(4-(Cyclopropanecarbonyl)piperazin-1-yl)-3-oxopropyl)(methyl)amino)-4-(trifluoromethyl)-2,5,6,7-tetrahydro-3H-cyclopenta[c]pyridazin-3-one